(5R)-3-(3,5-difluorophenyl)-N-[cis-5-(methoxycarbamoyl)tetrahydrofuran-3-yl]-5-methyl-4H-isoxazole-5-carboxamide FC=1C=C(C=C(C1)F)C1=NO[C@](C1)(C(=O)N[C@@H]1CO[C@@H](C1)C(NOC)=O)C